CC1=C(C2=C(N=CN=C2NC2(CC2)C)O1)C(=O)N1CC(CC1)(O)C1=CC=CC=C1 1-{6-methyl-4-[(1-methylcyclopropyl)amino]furo[2,3-d]pyrimidine-5-carbonyl}-3-phenylpyrrolidin-3-ol